COC(=O)C1(CCC2(C(=CC3=CC=CC=C23)CC(CO)CO)CC1)NC1=CC(=CC=C1)Cl (1r,4r)-4-(3-Chloroanilino)-2'-[3-hydroxy-2-(hydroxymethyl)propyl]spiro[cyclohexane-1,1'-indene]-4-carboxylic acid methyl ester